trans-N1-(5-(imidazo[1,2-a]pyrimidin-6-yl)pyrrolo[2,1-f][1,2,4]triazin-2-yl)cyclohexane-1,4-diamine N=1C=CN2C1N=CC(=C2)C=2C=CN1N=C(N=CC12)N[C@@H]1CC[C@H](CC1)N